C(C\C=C\CCCCCCCC\C=C/CCCC)OCCCCCCCOCOCOCCCCCCCOCC\C=C\CCCCCCCC\C=C/CCCC (3E,13Z)-3,13-octadecadienyloxyheptyloxymethyl ether